BrC1=CC(=C(N1)C=O)C(=O)OC methyl 5-bromo-2-formyl-1H-pyrrole-3-carboxylate